O=C1N(CC(N1C12CCC(CC1)(C2)OC=2C1=C(N=CN2)NC=C1)=O)C=1C=C(C#N)C=CC1 3-{2,4-dioxo-3-[4-(7H-pyrrolo[2,3-d]pyrimidin-4-yloxy)bicyclo[2.2.1]hept-1-yl]-1-imidazolidinyl}benzonitrile